C12C(CC(C=C1)C2)C(=O)ON2C(C(=C(C2=O)C)C)=O 3,4-dimethyl-2,5-dioxo-2,5-dihydro-1H-pyrrol-1-yl bicyclo[2.2.1]hept-5-ene-2-carboxylate